methyl 3-(3-(4-(2-bromoacetyl)-2,6-dimethyltetrahydro-2H-pyran-4-yl)phenyl)propanoate BrCC(=O)C1(CC(OC(C1)C)C)C=1C=C(C=CC1)CCC(=O)OC